4-bromo-2-methyl-6-(trifluoromethyl)pyridine BrC1=CC(=NC(=C1)C(F)(F)F)C